(R)-6-(benzyloxy)-5-(1-methyl-7-(2-methylpiperazin-1-yl)-1H-indazol-3-yl)pyridin-2-ol C(C1=CC=CC=C1)OC1=C(C=CC(=N1)O)C1=NN(C2=C(C=CC=C12)N1[C@@H](CNCC1)C)C